NC1=NC=2C=CC(=CC2C2=C1[C@H](OC2)C)C(=O)N(CC=2N=NC(=CC2)C(F)(F)F)C2CCC2 (3R)-4-amino-N-cyclobutyl-3-methyl-N-((6-(trifluoromethyl)-3-pyridazinyl)methyl)-1,3-dihydrofuro[3,4-c]quinoline-8-carboxamide